C1(CC1)CNC(C)C1=CN=C(C2=CC=CC=C12)OC N-(cyclopropylmethyl)-1-(1-methoxyisoquinolin-4-yl)ethan-1-amine